4-chloro-2-(methylsulfanyl)-8-(propan-2-yl)pyrazolo[1,5-A][1,3,5]triazine ClC1=NC(=NC=2N1N=CC2C(C)C)SC